tert-Butyl (4-(2-(dimethylamino)ethoxy)-2-methylphenyl)(3-methyl-2-oxo-1-(tetrahydro-2H-pyran-4-yl)-2,3-dihydro-1H-imidazo[4,5-c]pyridin-6-yl)carbamate CN(CCOC1=CC(=C(C=C1)N(C(OC(C)(C)C)=O)C1=CC2=C(C=N1)N(C(N2C2CCOCC2)=O)C)C)C